C\C(=C(/C(=O)[O-])\C)\C(=O)[O-] di-methylfumarate